CC1(CC=2C(=CN=C(C2)C2=NSC(=N2)NC2=NC=CC=C2N(C(C)=O)C)O1)C N-(2-((3-(2,2-Dimethyl-2,3-dihydrofuro[2,3-c]pyridin-5-yl)-1,2,4-thiadiazol-5-yl)amino)pyridin-3-yl)-N-methylacetamide